4-(4-(3-(4-chloro-3-(trifluoromethyl)phenyl)ureido)-phenoxy)-N-methylpicolinamide ClC1=C(C=C(C=C1)NC(NC1=CC=C(OC2=CC(=NC=C2)C(=O)NC)C=C1)=O)C(F)(F)F